C(#N)C1=CC(=C(OCC2=CC=CC(=N2)C2CCN(CC2)C(=O)OC(C)(C)C)C=C1)F tert-butyl 4-(6-((4-cyano-2-fluorophenoxy)methyl)pyridin-2-yl)piperidine-1-carboxylate